FC=1C=C(C=C(C1)F)C=1N=C(C=2OC[C@H](NC2N1)COC)NCCC1=CNC2=CC=CC=C12 (7R)-2-(3,5-difluorophenyl)-N-[2-(1H-indol-3-yl)eth-yl]-7-(methoxymethyl)-7,8-dihydro-6H-pyrimido[5,4-b][1,4]oxazin-4-amine